O=C1NC2=C(C=CC=C2C1)C(F)(F)F oxo-7-(trifluoromethyl)indolin